NC1=CC=C(C(=C1C(=O)N(C)C)F)C=1C(=C2C(=NC1)NC[C@]21C[C@](CC1)(C)C#N)Cl 6-Amino-3-((1R,3R)-4'-chloro-3-cyano-3-methyl-1',2'-dihydrospiro[cyclopentane-1,3'-pyrrolo[2,3-b]pyridin]-5'-yl)-2-fluoro-N,N-dimethylbenzamide